IC=1C=NN2C1C(CCC2)=O 3-iodo-4H,5H,6H,7H-pyrazolo[1,5-a]pyridin-4-one